(phenylmethyloxy)isoquinoline-3-carboxylic acid methyl ester COC(=O)C=1N=C(C2=CC=CC=C2C1)OCC1=CC=CC=C1